2-fluoro-6-hydroxybenzoic acid sodium salt [Na+].FC1=C(C(=O)[O-])C(=CC=C1)O